7-thiabicyclo[2.2.1]hept-2-ene-7,7-dioxide C12C=CC(CC1)S2(=O)=O